2-[(4,6-dibromo-7-fluoro-pyrrolo[3,2-c]pyridin-1-yl)methoxy]ethyl-trimethyl-silane BrC1=NC(=C(C2=C1C=CN2COCC[Si](C)(C)C)F)Br